1-{3-Chloro-5-[(8-{[(1,1,1,3,3,3-hexafluoropropan-2-yl)oxy]carbonyl}-1,8-diazaspiro[4.5]decan-1-yl)methyl]phenyl}cyclopentane-1-carboxylic acid ClC=1C=C(C=C(C1)CN1CCCC12CCN(CC2)C(=O)OC(C(F)(F)F)C(F)(F)F)C2(CCCC2)C(=O)O